C[Zr-6](C1C=CC2=C(C=3CCCC3C=C12)C1=CC=CC=C1)(C1C=C(C=C1)CCCC)(=[SiH2])(=[SiH2])(C)(C)C Tetramethyldisilylene(3-n-butyl-cyclopentadienyl)(4-phenyl-1,5,6,7-tetrahydro-s-indacenyl)zirconium (IV)